2-(3-((1S,2R)-2-(4-methyl-4H-1,2,4-triazol-3-yl)cyclopropyl)phenyl)-4-(trifluoromethyl)isoindolin-1-one CN1C(=NN=C1)[C@H]1[C@H](C1)C=1C=C(C=CC1)N1C(C2=CC=CC(=C2C1)C(F)(F)F)=O